Tetrasilane [SiH3][SiH2][SiH2][SiH3]